C(C1=CC=CC=C1)SC1=C2N=CNC2=NC=N1 6-(Benzylthio)-9H-purin